CC1=C(C(=CC=C1)C)N1CCNCC1 1-(2,6-Dimethylphenyl)piperazine